(S)-(6,7-dichloro-1-methyl-1,3,4,5-tetrahydro-2H-pyrido[4,3-b]indol-2-yl)(5-methoxypyrimidin-2-yl)methanone ClC1=C(C=CC=2C3=C(NC12)CCN([C@H]3C)C(=O)C3=NC=C(C=N3)OC)Cl